3-(5-(((1S,2S)-2-(3-(1-methylpiperidin-2-yl)azetidin-1-yl)cyclohexyl)oxy)-1-oxoisoindolin-2-yl)piperidine-2,6-dione CN1C(CCCC1)C1CN(C1)[C@@H]1[C@H](CCCC1)OC=1C=C2CN(C(C2=CC1)=O)C1C(NC(CC1)=O)=O